C1(CC1)C1=NN(C(C1)C1=CC=CC=C1)C1=CC=CC=C1 3-cyclopropyl-1,5-diphenyl-4,5-dihydro-1H-pyrazole